BrC=1C=NN2C1N=C1C(=C2N[C@H]2C[C@H](CC2)N)CCC12CCCC2 (1R,3S)-N1-(3-bromo-6,7-dihydrospiro[cyclopenta[d]pyrazolo[1,5-a]pyrimidine-5,1'-cyclopentane]-8-yl)cyclopentane-1,3-diamine